N-[(S)-1-(3,4-Difluoro-phenyl)-ethyl]-2-[4-(1H-pyrazolo[3,4-b]pyridin-5-yl)benzylamino]-nicotinamide FC=1C=C(C=CC1F)[C@H](C)NC(C1=C(N=CC=C1)NCC1=CC=C(C=C1)C=1C=C2C(=NC1)NN=C2)=O